2-{3-[methyl(2,2,6,6-tetramethylpiperidin-4-yl)amino]-1,2,4-triazin-6-yl}-5-(2H-1,2,3-triazol-2-yl)pyridin-3-ol ditrifluoroacetate FC(C(=O)O)(F)F.FC(C(=O)O)(F)F.CN(C=1N=NC(=CN1)C1=NC=C(C=C1O)N1N=CC=N1)C1CC(NC(C1)(C)C)(C)C